1-(3-methylpyrazin-2-yl)ethanone CC=1C(=NC=CN1)C(C)=O